FC=1C=CC2=C(SCC(N2)=O)C1F 7,8-difluoro-2H-benzo[b][1,4]thiazin-3(4H)-one